2,3-bis(2-mercaptoethyl)thio-1-propanethiol SCCSC(CS)CSCCS